ClC=1C=C(C=C2CN(C(C12)=O)C1C(NC(CC1)=O)=O)C#N 7-chloro-2-(2,6-dioxopiperidin-3-yl)-1-oxoisoindoline-5-carbonitrile